2-[(propan-2-yl)amino]-N-[(1s,4s)-4-{[4-cyano-3-methyl-5-(trifluoromethyl)phenyl]amino}cyclohexyl]pyridine-4-carboxamide CC(C)NC1=NC=CC(=C1)C(=O)NC1CCC(CC1)NC1=CC(=C(C(=C1)C(F)(F)F)C#N)C